2-(6-methoxy-2-(2-methoxyimidazo[2,1-b][1,3,4]thiadiazol-6-yl)pyrazolo[1,5-a]pyridin-4-yloxy)-N-(oxetan-3-ylmethyl)acetamide COC=1C=C(C=2N(C1)N=C(C2)C=2N=C1SC(=NN1C2)OC)OCC(=O)NCC2COC2